4-amino-N-(2-((tert-butyldimethylsilyl)oxy)ethyl)benzenesulfonamide NC1=CC=C(C=C1)S(=O)(=O)NCCO[Si](C)(C)C(C)(C)C